(R)-4-(2-(((R)-2-(3-Fluorophenyl)-2-hydroxyethyl)amino)-2-methylpropyl)-pyrrolidin-2-one hydrochloride Cl.FC=1C=C(C=CC1)[C@H](CNC(C[C@@H]1CC(NC1)=O)(C)C)O